2-(4-((2-methyl-4-(2',3',4',5'-tetrahydro-[1,1'-biphenyl]-4-yl)-1H-benzo[d]imidazol-1-yl)methyl)phenyl)acetic acid CC1=NC2=C(N1CC1=CC=C(C=C1)CC(=O)O)C=CC=C2C2=CC=C(C=C2)C=2CCCCC2